neodymium boride B12B3[B-]14B5[B-]23B45.[Nd]